(5-isobutylthiophene-2-yl)boric acid C(C(C)C)C1=CC=C(S1)OB(O)O